difluoromethylpropane FC(F)CCC